ClC=1N(N=C2C1N(C(N=C2N2[C@H](CN([C@@H](C2)C)[C@@H](C)C=2C=C1N=CC=NC1=CC2)C)=O)C)CC#N 2-(3-chloro-7-((2S,5R)-2,5-dimethyl-4-((S)-1-(quinoxalin-6-yl)ethyl)piperazin-1-yl)-4-methyl-5-oxo-4,5-dihydro-2H-pyrazolo[4,3-D]pyrimidin-2-yl)acetonitrile